4-((((2-isopropyl-5-methylcyclohexyl)oxy)carbonyl)phenyl)suberic acid C(C)(C)C1C(CC(CC1)C)OC(=O)C1=C(C=CC=C1)C(CCC(=O)O)CCCC(=O)O